4-methylenedioxyphenethylamine hydrochloride Cl.C1OC2=CC=C(CCN)C=C2O1